3-(((1-(3-((1-(4-chlorophenyl)-2-oxo-2-(6'-(trifluoromethoxy)spiro[cyclopropane-1,3'-indolin]-1'-yl)ethyl)amino)-5-methoxyphenyl)ethylidene)amino)oxy)propanoic acid ClC1=CC=C(C=C1)C(C(N1CC2(C3=CC=C(C=C13)OC(F)(F)F)CC2)=O)NC=2C=C(C=C(C2)OC)C(C)=NOCCC(=O)O